5-methyl-3-phenyl-9-(piperidine-1-sulfonyl)-1H,2H,3H,4H-pyridazino[4,5-c]quinoline-1,4-dione CC1=NC=2C=CC(=CC2C2=C1C(N(NC2=O)C2=CC=CC=C2)=O)S(=O)(=O)N2CCCCC2